tert-butyl 2-methoxy-3-((2R)-2-(2-(trans-4-(2-(pyridin-2-ylamino)ethylamino)cyclohexyl)acetamido)-2-(2,9,9-trimethyl-3,5-dioxa-4-bora-tricyclo[6.1.1.02,6]dec-4-yl)ethyl)benzoate COC1=C(C(=O)OC(C)(C)C)C=CC=C1C[C@@H](B1OC2(C3C(C(CC2O1)C3)(C)C)C)NC(C[C@@H]3CC[C@H](CC3)NCCNC3=NC=CC=C3)=O